COC1=CC=C(C=C1)N(C1=CC=C(C=C1)OC)C1=CC=2C3(C4=CC(=CC=C4C2C=C1)N(C1=CC=C(C=C1)OC)C1=CC=C(C=C1)OC)C1=CC(=CC=C1C=1C=CC(=CC13)N(C1=CC=C(C=C1)OC)C1=CC=C(C=C1)OC)N(C1=CC=C(C=C1)OC)C1=CC=C(C=C1)OC 2,2',7,7'-tetrakis[N,N-di(4-methoxyphenyl)amino]-9,9'-spirobi[fluorene]